COC1C(NCCC1)=O 3-Methoxy-2-oxopiperidine